3-(chlorosulfonyl)-2-thiophenecarboxylic acid methyl ester COC(=O)C=1SC=CC1S(=O)(=O)Cl